NC=1C=C(C=CC1)CC(=O)O 2-(3-aminophenyl)acetic acid